C(C)C(CCCCCCCCCCCCCCCCCBr)(CC)CC Triethyloctadecyl bromide